C(C)N1C(NC2=C(C1=O)N=CC(=C2)CN2CCN(CC2)C=2C=CC(=NC2F)C(=O)NC)=O 5-(4-((3-ethyl-2,4-dioxo-1,2,3,4-tetrahydropyrido[3,2-d]pyrimidin-7-yl)methyl)piperazin-1-yl)-6-fluoro-N-methylpyridinecarboxamide